ethyl (S)-2-(tert-butoxy)-2-(7-(4-chlorophenyl)-5-methyl-2-(3-(piperidin-4-yl)-1H-pyrazolo[4,3-b]pyridin-5-yl)benzo[d]thiazol-6-yl)acetate C(C)(C)(C)O[C@H](C(=O)OCC)C1=C(C2=C(N=C(S2)C2=CC=C3C(=N2)C(=NN3)C3CCNCC3)C=C1C)C1=CC=C(C=C1)Cl